(1R,6S)-2,2,6-trimethyl-N-(pyridin-4-yl)cyclohexane-1-carboxamide CC1([C@@H]([C@H](CCC1)C)C(=O)NC1=CC=NC=C1)C